OC(CN1C[C@@H]2[C@H](C1)CC(C2)(O)CC2=CC=C(C=C2)C(F)(F)F)C2=CC=C(C=C2)O |r| rac-(3aR,5R,6aS)-2-[2-hydroxy-2-(4-hydroxyphenyl)ethyl]-5-{[4-(trifluoromethyl)phenyl]methyl}-octahydrocyclopenta[c]pyrrol-5-ol